COC=1C=C(C=C(C1OC)OC)N1C([C@@H]([C@@H]1C1=CC(=C(C=C1)OC)O)COC(CCl)=O)=O (3S,4R)-1-(3,4,5-trimethoxyphenyl)-4-(3-hydroxy-4-methoxyphenyl)-3-(2-chloroacetyloxymethyl)azetidin-2-one